OC(CCC1=C(C(=O)O)C=CC=N1)(C)O (3-hydroxy-3-hydroxybutyl)nicotinic acid